1,9-Dimethyl-1,4,5,10-tetrahydrobenzo[b]pyrazolo[3,4-e][1,4]diazepine CN1N=CC2=C1NC1=C(NC2)C=CC=C1C